Methyl-4-((2R,5S)-3-(3-methyl-4-nitrophenyl)-2-(trifluoromethyl)oxazolidin-5-carbonyl)piperazin-1-carboxylat COC(=O)N1CCN(CC1)C(=O)[C@@H]1CN([C@H](O1)C(F)(F)F)C1=CC(=C(C=C1)[N+](=O)[O-])C